O1COC2=C1C=CC(=C2)P(OCC)(OCC)=O diethyl benzo[d][1,3]dioxol-5-ylphosphonate